BrC1=CC=C2C(=NC(=NN21)Cl)NCCC2=CNC1=CC=CC=C21 7-bromo-2-chloro-N-[2-(1H-indol-3-yl)ethyl]Pyrrolo[2,1-f][1,2,4]Triazin-4-amine